C(C)(C)(C)OC(=O)N1CC(CCC1)N(C(=O)N1[C@H](C2=CC=CC=C2CC1)C1=CC=C(C=C1)F)C 3-((S)-1-(4-fluorophenyl)-N-methyl-1,2,3,4-tetrahydroisoquinoline-2-carboxamido)-piperidine-1-carboxylic acid tert-butyl ester